FC=1C=NC=CC1S(=O)(=NC1=CC=C(C=C1)CC1=NOC(=N1)C(F)(F)F)C (3-fluoropyridin-4-yl)(methyl)((4-((5-(trifluoromethyl)-1,2,4-oxadiazol-3-yl)methyl)phenyl)imino)-λ6-sulfanone